2-(3-(4-(2,3-dichlorophenyl)piperazin-1-yl)propyl)-8-methoxy-1,2,3,5-tetrahydro-4H-pyrrolo[3,4-c]quinolin-4-one ClC1=C(C=CC=C1Cl)N1CCN(CC1)CCCN1CC=2C(NC=3C=CC(=CC3C2C1)OC)=O